C(C1=CC=CC=C1)N1C[C@H]([C@@H](C1)CO)C=1C=C(C(=O)OCC)C=CC1C ethyl 3-((3R,4S)-1-benzyl-4-(hydroxymethyl)pyrrolidin-3-yl)-4-methylbenzoate